[4-(5-{5-[(R)-(1,3-Dimethyl-azetidin-3-yl)-hydroxy-(4-isopropyl-phenyl)-methyl]-pyridin-3-yl}-[1,2,4]oxadiazol-3-yl)-piperidin-1-yl]-[1,4]dioxan-2-yl-methanone CN1CC(C1)(C)[C@@](C=1C=C(C=NC1)C1=NC(=NO1)C1CCN(CC1)C(=O)C1OCCOC1)(C1=CC=C(C=C1)C(C)C)O